BrC1=NN(C(=C1C#N)NC1=NC=CN=C1)COCC[Si](C)(C)C 3-bromo-5-(pyrazin-2-ylamino)-1-((2-(trimethylsilyl)ethoxy)methyl)-1H-pyrazole-4-carbonitrile